diphenylphenylmethylsulfonylmethyl-sulfonium (n-butyl)triphenylborate C(CCC)[B-](C1=CC=CC=C1)(C1=CC=CC=C1)C1=CC=CC=C1.C1(=CC=CC=C1)[S+](CS(=O)(=O)CC1=CC=CC=C1)C1=CC=CC=C1